di-tert.butyldicarbonate C(C)(C)(C)OC(=O)OC(=O)OC(C)(C)C